ClC=1C=C(C(=NC1)C1(CCNCC1)NS(=O)(=O)C1=CC=C(C=C1)OC(F)(F)F)F N-(4-(5-chloro-3-fluoropyridin-2-yl)piperidin-4-yl)-4-(trifluoromethoxy)benzene-sulfonamide